S1C(=CC2=C1C=CC=C2)C=2OC1=C(N2)C=CC=C1 2-(benzothiophen-2-yl)benzoxazole